2-((benzyloxy)methyl)-5-chloroaniline C(C1=CC=CC=C1)OCC1=C(N)C=C(C=C1)Cl